5-ethylsulfonyl-6-[6-methyl-5-oxo-7-(trifluoromethyl)-imidazo[1,2-c]pyrimidin-2-yl]pyridine-3-carbaldehyde C(C)S(=O)(=O)C=1C=C(C=NC1C=1N=C2N(C(N(C(=C2)C(F)(F)F)C)=O)C1)C=O